The molecule is a neolignan isolated from the stems of Sinocalamus affinis. It has a role as a plant metabolite. It is a neolignan, a dimethoxybenzene, a member of phenols, a primary alcohol, a secondary alcohol and a furofuran. COC1=C(C(=C(C=C1)[C@@H]([C@H](CO)OC2=C(C=C(C=C2OC)[C@H]3[C@@H]4CO[C@H]([C@@H]4CO3)C5=CC(=C(C(=C5)OC)O)OC)OC)O)OC)O